C(CC\C=C/CCCCC)OC(CCCCN(CCCCC(=O)OCCC\C=C/CCCCC)CCCN(CCO)CCCCC(=O)OCCC\C=C/CCCCC)=O di((Z)-dec-4-en-1-yl)5,5'-((3-((5-((Z)-dec-4-en-1-yloxy)-5-oxopentyl) (2-hydroxyethyl)amino)propyl)azanediyl)dipentanoate